CN1N=C2C(C(N(CCO2)C2=C(C=C(C=C2)C2=NC3=CC=C(N=C3C=C2)C(F)(F)F)C)=O)=N1 2-methyl-7-(2-methyl-4-(6-(trifluoromethyl)-1,5-naphthyridin-2-yl)-phenyl)-6,7-dihydro-2H-[1,2,3]triazolo[4,5-f][1,4]oxazepin-8(5H)-one